Bis(n-propylcyclopentadienyl)dimethyl-titanium C(CC)C1(C=CC=C1)[Ti](C)(C)C1(C=CC=C1)CCC